Cl.C1(CC1)C(OCC)=N Ethyl cyclopropanecarboximidate hydrochloride